1-[1-[(4-methoxyphenyl)methyl]-3-methylindazol-5-yl]ethanamine COC1=CC=C(C=C1)CN1N=C(C2=CC(=CC=C12)C(C)N)C